S[C@@H]1[C@H](CCC1)C(=O)O (1R,2S)-2-mercaptocyclopentane-1-carboxylic acid